1-(7-((5-chloro-2-((2-methoxy-4-(4-(4-methylpiperazin-1-yl)piperidin-1-yl)phenyl)amino)pyrimidin-4-yl)amino)indolin-1-yl)ethan-1-one ClC=1C(=NC(=NC1)NC1=C(C=C(C=C1)N1CCC(CC1)N1CCN(CC1)C)OC)NC=1C=CC=C2CCN(C12)C(C)=O